O.Cl.Cl.CN1C(C=CC2=C1N=CN=C2)=O 8-methyl-pyrido[2,3-d]pyrimidin-7(8H)-one dihydrochloride hydrate